2,4-dichloro-6,7-bis(trideuterio-methyl)pteridine ClC1=NC2=NC(=C(N=C2C(=N1)Cl)C([2H])([2H])[2H])C([2H])([2H])[2H]